COC1=CC=C(C=C1)NC1=NC=C(C(=O)OC)C=C1[N+](=O)[O-] methyl 6-((4-methoxyphenyl) amino)-5-nitronicotinate